bicyclo[2.2.1]heptane-1-carboxylic acid tert-butyl ester C(C)(C)(C)OC(=O)C12CCC(CC1)C2